tert-butyl (3R)-3-[3-(2,6-dioxo-3-piperidyl)-1-methyl-indazol-6-yl]pyrrolidine-1-carboxylate O=C1NC(CCC1C1=NN(C2=CC(=CC=C12)[C@@H]1CN(CC1)C(=O)OC(C)(C)C)C)=O